Chlorodisilan cis-ethyl-2-isopropyl-2-phenylcyclopropane-1-carboxylate C(C)OC(=O)[C@H]1[C@](C1)(C1=CC=CC=C1)C(C)C.Cl[SiH2][SiH3]